I.BrC1=C2C=CNC2=CC(=C1SC=1C=CC(=C(C(=N)SC)C1)F)F methyl 5-((4-bromo-6-fluoro-1H-indol-5-yl)thio)-2-fluorobenzimidothioate hydroiodide